4-(6-chloro-8-fluoro-4-((1S,5R)-1-methyl-3,8-diazabicyclo[3.2.1]octan-3-yl)-2-(((S)-pyrrolidin-3-yl)methoxy)quinazolin-7-yl)naphthalen-2-ol ClC=1C=C2C(=NC(=NC2=C(C1C1=CC(=CC2=CC=CC=C12)O)F)OC[C@@H]1CNCC1)N1C[C@@]2(CC[C@H](C1)N2)C